OCCN1N=CC2=CC(=C(C=C12)C(C)(C)O)NC(=O)C1=NC(=CC=C1)C(F)(F)F N-[1-(2-hydroxyethyl)-6-(1-hydroxy-1-methyl-ethyl)indazol-5-yl]-6-(trifluoromethyl)pyridine-2-carboxamide